1-(4-(7-Fluoro-1H-indazol-4-yl)-8-methyl-7-(1-methylcyclopropyl)-2-oxo-1,2-dihydro-1,5-naphthyridin-3-yl)pyridin-1-ium chloride [Cl-].FC=1C=CC(=C2C=NNC12)C1=C(C(NC2=C(C(=CN=C12)C1(CC1)C)C)=O)[N+]1=CC=CC=C1